ClC=1C=NC=C(C1[C@@H](C)OC=1C=C2C(=NNC2=CC1)C=1C=CC(=NC1)C(=O)NC)Cl (R)-5-(5-(1-(3,5-Dichloropyridin-4-yl)ethoxy)-1H-indazol-3-yl)-N-methylpicolinamide